2-[2-(1-chlorocyclopropyl)-3-(2-chlorophenyl)-2-hydroxypropyl]-1H-1,2,4-triazole-3(2H)-thione ClC1(CC1)C(CN1NC=NC1=S)(CC1=C(C=CC=C1)Cl)O